methyl 3-(3-(((tert-butyldimethylsilyl)oxy)methyl)-4-methylphenyl)-3-(3-cyclopropyl-8-methyl-[1,2,4]triazolo[4,3-a]pyridin-7-yl)-2,2-dimethylpropanoate [Si](C)(C)(C(C)(C)C)OCC=1C=C(C=CC1C)C(C(C(=O)OC)(C)C)C1=C(C=2N(C=C1)C(=NN2)C2CC2)C